C(C)OC=1C(=CC=2C(N1)=NN(C2)C)NC(=O)N2CCC=1C2=NC=CC1N1C[C@@H](N(CC1)C(=O)OC(C)(C)C)C tert-butyl (S)-4-(1-((6-ethoxy-2-methyl-2H-pyrazolo[3,4-b]pyridin-5-yl)carbamoyl)-2,3-dihydro-1H-pyrrolo[2,3-b]pyridin-4-yl)-2-methylpiperazine-1-carboxylate